NC1=C2N=C(N(C2=NC=N1)CCCNS(=O)(=O)CC(C)C)SC=1C=C2CCCC2=CC1I 2-Methyl-propane-1-sulfonic acid {3-[6-amino-8-(6-iodo-indan-5-ylsulfanyl)-purin-9-yl]-propyl}-amide